tertbutyl salicylate C(C=1C(O)=CC=CC1)(=O)OC(C)(C)C